ethyl 3-(1,3-dioxan-2-yl)-4-(4-ethoxy-1-nitro-4-oxobutan-2-yl)benzoate O1C(OCCC1)C=1C=C(C(=O)OCC)C=CC1C(C[N+](=O)[O-])CC(=O)OCC